C(C)(C)(C)OC(=O)N1CCOCC2(CNC(O2)=O)C1 tert-butyl-2-oxo-1,7-dioxa-3,10-diazaspiro[4.6]undecane-10-carboxylate